NC=1C=C(C(C(=O)O)=CC1)O 4-amino-salicylic acid